Methyl (Z)-1-(4-amino-2-fluorobut-2-en-1-yl)-4-(2-methyl-5-((trifluoromethyl)sulfonyl)phenyl)-1H-benzo[d][1,2,3]triazole-6-carboxylate NC\C=C(\CN1N=NC2=C1C=C(C=C2C2=C(C=CC(=C2)S(=O)(=O)C(F)(F)F)C)C(=O)OC)/F